C(C)(C)[Si](C(C)C)(C(C)C)C#CC=1C=CC=C2C=CC=C(C12)B(O)O (8-((triisopropylsilyl)ethynyl)naphthalen-1-yl)boronic acid